(trans)-3-chloro-5-(4-(trifluoromethyl)phenyl)-6,6a,7,8,9,10-hexahydro-5H-pyrido[1,2-a]quinoxaline-8-carboxylic acid ClC1=CC=2N(C[C@H]3N(C2C=C1)CC[C@H](C3)C(=O)O)C3=CC=C(C=C3)C(F)(F)F